BrC=1C(=NC=CC1)NC(=S)NC(=O)OCC N-[(3-bromo-2-pyridinyl)thiocarbamoyl]Urethane